(5S)-3-(3,5-difluorophenyl)-N-[rel-(3R,5R)-5-(trifluoromethylsulfonylcarbamoyl)tetrahydrofuran-3-yl]-5-vinyl-4H-isoxazole-5-carboxamide FC=1C=C(C=C(C1)F)C1=NO[C@](C1)(C(=O)N[C@H]1CO[C@H](C1)C(NS(=O)(=O)C(F)(F)F)=O)C=C |o1:16,19|